3,5-dimethyladamantan-1-amine HCl salt Cl.CC12CC3(CC(CC(C1)(C3)C)C2)N